tert-butyl 4-((2-(4-((4-(2-((2-(2,6-dioxopiperidin-3-yl)-1,3-dioxoisoindolin-4-yl)amino)ethyl)-1H-1,2,3-triazol-1-yl)methyl)phenyl)-7-phenylimidazo[1,2-a]pyridin-3-yl)amino)benzoate O=C1NC(CCC1N1C(C2=CC=CC(=C2C1=O)NCCC=1N=NN(C1)CC1=CC=C(C=C1)C=1N=C2N(C=CC(=C2)C2=CC=CC=C2)C1NC1=CC=C(C(=O)OC(C)(C)C)C=C1)=O)=O